C(C)(C)(C)OC(=O)N1C=CC2=C(C(=CC(=C12)C)OC)CN1[C@@H](CC(CC1)C=1C=NN(C1)C)C1=CC=C(C=C1)C(=O)OC 5-methoxy-4-(((2S)-2-(4-(methoxycarbonyl)phenyl)-4-(1-methyl-1H-pyrazol-4-yl)piperidin-1-yl)methyl)-7-methyl-1H-indole-1-carboxylic acid tert-butyl ester